C(C)(=O)OC1N(C(C=C1)=O)S(=O)(=O)C1=CC=C(C)C=C1 5-oxo-1-tosyl-2,5-dihydro-1H-pyrrol-2-yl acetate